C(N)(=O)C1=CC(=C(OCC=2C3=C(SC2C(=O)OCOC([C@@H](NC(C)=O)C(C)C)=O)C=CC=C3Cl)C(=C1)F)F ((Acetyl-L-valyl)oxy)methyl 3-((4-carbamoyl-2,6-difluorophenoxy)methyl)-4-chlorobenzo[b]thiophene-2-carboxylate